5-[5-(2,4-difluorophenoxy)-2-methylsulfonylpyrimidin-4-yl]-1,3-dimethylpyridin-2-one FC1=C(OC=2C(=NC(=NC2)S(=O)(=O)C)C=2C=C(C(N(C2)C)=O)C)C=CC(=C1)F